C(C)(C)(C)C1=NN(C(=C1)NC(NC1CCC(CC1)C1=CN(C=2N=CN=C(C21)N)C)=O)C2=CC=C(C=C2)C 3-[3-tert-butyl-1-(4-methylphenyl)-1H-pyrazol-5-yl]-1-[(1s,4s)-4-{4-amino-7-methyl-7H-pyrrolo[2,3-d]pyrimidin-5-yl}cyclohexyl]urea